methyl acryloxyethyl-sulfonate C(C=C)(=O)OCCS(=O)(=O)OC